4-(((2'-fluoro-4'-methoxy-[1,1'-biphenyl]-4-yl)methyl)amino)-N-hydroxytetrahydro-2H-thiopyran-4-carboxamide 1,1-dioxide FC1=C(C=CC(=C1)OC)C1=CC=C(C=C1)CNC1(CCS(CC1)(=O)=O)C(=O)NO